titanium oxide, hydrate O.[O-2].[Ti+4].[O-2]